Cl.Cl.CC1CCC(CC1)CNN [(4-Methylcyclohexyl)methyl]hydrazine Dihydrochloride